tert-butyl (1H-pyrazol-1-yl)piperidine-1-carboxylate N1(N=CC=C1)C1N(CCCC1)C(=O)OC(C)(C)C